[Rb+].[O-2].[Pr+3].[O-2] praseodymium oxide rubidium